3-(5-{7-fluoro-1H-pyrrolo[3,2-c]pyridin-4-yl}-1-oxo-2,3-dihydro-1H-isoindol-2-yl)piperidine-2,6-dione FC=1C2=C(C(=NC1)C=1C=C3CN(C(C3=CC1)=O)C1C(NC(CC1)=O)=O)C=CN2